((3-(6-(6-(Difluoromethyl)imidazo[1,2-b]pyridazin-3-yl)pyrimidin-4-yl)benzyl)imino)dimethyl-λ6-sulfanone FC(C=1C=CC=2N(N1)C(=CN2)C2=CC(=NC=N2)C=2C=C(CN=S(=O)(C)C)C=CC2)F